BrC(C)C1=CC2=C(O1)C=C1C=CC=CC1=C2 2-(1-bromoethyl)naphtho[2,3-b]Furan